F[C@H]1[C@H](C1)C(=O)NC1=NC=C2C=C(C(N(C2=C1)C)=O)C=1C=NC(=CC1C)C(CCCF)=O (1R,2R)-2-fluoro-N-{3-[6-(4-fluorobutanoyl)-4-methylpyridin-3-yl]-1-methyl-2-oxo-1,6-naphthyridin-7-yl}cyclopropane-1-carboxamide